methyl 4-amino-1-[(2R)-6-amino-2-[[2-[[(2R)-2-[[(2R)-2-amino-3-phenyl-propanoyl]amino]-3-phenyl-propanoyl]amino]-7-fluoro-heptanoyl]amino]hexanoyl]piperidine-4-carboxylate NC1(CCN(CC1)C([C@@H](CCCCN)NC(C(CCCCCF)NC([C@@H](CC1=CC=CC=C1)NC([C@@H](CC1=CC=CC=C1)N)=O)=O)=O)=O)C(=O)OC